CN1C(=NC2=C1C=CC=C2)C2=CC=C(C=C2)C2=C(C(=C(C=C2N2C1=CC=CC=C1N(C=1C=CC=CC21)C)N2C1=CC=CC=C1N(C=1C=CC=CC21)C)N2C1=CC=CC=C1N(C=1C=CC=CC21)C)N2C1=CC=CC=C1N(C=1C=CC=CC21)C 10,10',10'',10'''-(4'-(1-methyl-1H-benzo[d]imidazol-2-yl)-[1,1'-biphenyl]-2,3,4,6-tetrayl)tetrakis(5-methyl-5,10-dihydrophenazine)